(R)-1-(3-iodo-imidazo[1,2-b]pyridazin-6-yl)-N-(4-((4-methylpiperazin-1-yl)methyl)-3-(trifluoromethyl)phenyl)pyrrolidine-3-carboxamide IC1=CN=C2N1N=C(C=C2)N2C[C@@H](CC2)C(=O)NC2=CC(=C(C=C2)CN2CCN(CC2)C)C(F)(F)F